[Ru+2].ClC=1C=CC(=C(C1)CC(=O)NC=1C=C(C(=O)NC2(CCOCC2)C#N)C=CC1)O 3-[[2-(5-Chloro-2-hydroxy-phenyl)acetyl]amino]-N-(4-cyanotetrahydropyran-4-yl)benzamide ruthenium (II)